C(C)(C)(C)OC(=O)N1C[C@@H]2NCC[C@@H]2[C@H]1C |r| rac-(3as,4r,6ar)-4-methylhexahydropyrrolo[3,4-b]pyrrole-5(1H)-carboxylic acid tert-butyl ester